2-(3-amino-propylamino)-ethanethiol phosphate P(=O)(O)(O)O.NCCCNCCS